FC1(CC1)C(=O)N[C@@H]1[C@H](N(C(C1)=O)C=1C=C2C=NN(C2=CC1)C1=CN(C(C=C1)=O)C)C1=CC=CC=C1 1-fluoro-N-((2R,3S)-1-(1-(1-methyl-6-oxo-1,6-dihydropyridin-3-yl)-1H-indazol-5-yl)-5-oxo-2-phenylpyrrolidin-3-yl)cyclopropanecarboxamide